COC(=O)[C@@H]1C[C@H](CCC1)OC=1C(=NC(=CC1)C=1N=NN(C1NC1=NC(=CC=C1)CC1=CC=CC=C1)C)C (1S,3S)-3-((6-(5-((6-benzylpyridin-2-yl)amino)-1-methyl-1H-1,2,3-triazol-4-yl)-2-methylpyridin-3-yl)oxy)cyclohexane-1-carboxylic acid methyl ester